The molecule is a steroid glucosiduronic acid that is lithocholic acid having a single beta-D-glucuronic acid residue attached at position 3. It has a role as a human urinary metabolite and a rat metabolite. It is a beta-D-glucosiduronic acid, a dicarboxylic acid and a steroid glucosiduronic acid. It derives from a lithocholic acid. It is a conjugate acid of a lithocholate 3-O-(beta-D-glucuronide)(2-). C[C@H](CCC(=O)O)[C@H]1CC[C@@H]2[C@@]1(CC[C@H]3[C@H]2CC[C@H]4[C@@]3(CC[C@H](C4)O[C@H]5[C@@H]([C@H]([C@@H]([C@H](O5)C(=O)O)O)O)O)C)C